4-(pyridin-4-yl)-2,6-bis(9H-pyrido[3,4-b]indol-9-yl)benzonitrile N1=CC=C(C=C1)C1=CC(=C(C#N)C(=C1)N1C2=C(C3=CC=CC=C13)C=CN=C2)N2C1=C(C3=CC=CC=C23)C=CN=C1